N1=CC=C(C=C1)OC=1C=C(C=O)C=CC1 3-(pyridin-4-yloxy)benzaldehyde